((tert-Butyldimethylsilyl)oxy)-1,4-diazacycloheptane [Si](C)(C)(C(C)(C)C)ON1CCNCCC1